N-((1S,4r)-4-(3-(((R)-2-(5-Fluoropyridin-3-yl)-2-hydroxyethyl)amino)-3-methylbutyl)cyclohexyl)methanesulfonamide FC=1C=C(C=NC1)[C@H](CNC(CCC1CCC(CC1)NS(=O)(=O)C)(C)C)O